3-hydroxy-3,3-bis(4-methoxyphenyl)propanal OC(CC=O)(C1=CC=C(C=C1)OC)C1=CC=C(C=C1)OC